(6aR,10aR)-1-hydroxy-6,6,9-trimethyl-3-(5-hexynyl)-6a,7,8,10a-tetrahydro-6H-dibenzo[b,d]pyran-2-carboxylic acid OC1=C(C(=CC=2OC([C@H]3[C@H](C21)C=C(CC3)C)(C)C)CCCCC#C)C(=O)O